C1=NC(=CC=2CCCCC12)O 5,6,7,8-tetrahydroisoquinolin-3-ol